NC1=NC=C(C=N1)C1=NC=CC(=C1)C(C)N1C(N=CC=C1C=1C=CC2=C(C(=CO2)C)C1)C N-{1-[2-(2-aminopyrimidin-5-yl)pyridin-4-yl]ethyl}-2-methyl-6-(3-methyl-1-benzofuran-5-yl)pyrimidin